C(C)(C)(C)OC(=O)N1CC(N(CC1)C1=C(C(=CC(=C1)C=C(C)C)F)C#N)CC 4-(2-cyano-3-fluoro-5-(2-methylpropan-1-en-1-yl)phenyl)-3-ethylpiperazine-1-carboxylic acid tert-butyl ester